5-(methylthio)-1H-indazol CSC=1C=C2C=NNC2=CC1